4-(4-(5-((4-((4-(acetamidomethyl)piperidin-1-yl)methyl)-6-(3,5-dichlorophenyl)pyridin-2-yl)oxy)pyrazin-2-yl)piperazin-1-yl)-2-methylbutanoic acid C(C)(=O)NCC1CCN(CC1)CC1=CC(=NC(=C1)C1=CC(=CC(=C1)Cl)Cl)OC=1N=CC(=NC1)N1CCN(CC1)CCC(C(=O)O)C